N[C@H](C(=O)O[C@@H]1COCC[C@H]1NC1=NN2C(C=N1)=C(C=C2C2=NC=C(C=C2)[C@@H](C(F)(F)F)C)F)C(C)C (3S,4R)-4-[(5-fluoro-7-{5-[(2S)-1,1,1-trifluoropropan-2-yl]pyridine-2-yl}pyrrolo[2,1-f][1,2,4]triazin-2-yl)amino]oxan-3-yl (2S)-2-amino-3-methylbutanoate